FC1=CC2=C(N(C(N=C2N2[C@H](CN(CC2)C(=O)OC(C)(C)C)C)=O)C2=C(C=CC=C2C)C(C)C)N=C1[Sn](C)(C)C tert-Butyl (S)-4-(6-fluoro-1-(2-isopropyl-6-methylphenyl)-2-oxo-7-(trimethylstannyl)-1,2-dihydropyrido[2,3-d]pyrimidin-4-yl)-3-methylpiperazine-1-carboxylate